C(C)C1=CC=C(C)C=C1 4-ethyl-toluene